C1(CC1)[C@]1(C(NC(N1)=O)=O)CCC(=O)N1[C@@H](C2=CC(=C(C=C2C1([2H])[2H])Cl)Cl)C (S)-5-cyclopropyl-5-(3-((R)-5,6-dichloro-1-methylisoindolin-2-yl-3,3-d2)-3-oxopropyl)imidazolidine-2,4-dione